BrC1=CC=C2C=CN(C(C2=C1)=O)CCCC 7-bromo-2-butylisoquinolin-1(2H)-one